(RS)-5-[4-(2-[methyl-(pyridin-2-yl)amino]ethoxy)benzyl]thiazolidine-2,4-dione CN(CCOC1=CC=C(C[C@@H]2C(NC(S2)=O)=O)C=C1)C1=NC=CC=C1 |r|